C(C=C)(=O)O.C(C=C)#N acrylnitril acrylat